N-methyl-N-n-propyltryptamine CN(CCC1=CNC2=CC=CC=C12)CCC